N[C@H]1CC=CC[C@@H]1C1=C(C2=NC(=CC(=C2S1)O)Cl)Cl 2-((1S,6S)-6-aminocyclohex-3-en-1-yl)-3,5-dichlorothieno[3,2-b]pyridin-7-ol